13-chloro-3-tridecenylmethoxymethyl ether ClCCCCCCCCCC=CCCC(OC)OC(CCC=CCCCCCCCCCCl)OC